C1(CCCCC1)C1=CC=C(CN(C(=O)[C@@H]2N(CC2)S(=O)(=O)C2=C(C(=C(C(=C2F)F)F)F)F)C2=CC(=C(C(=O)OC)C=C2)O)C=C1 methyl (R)-4-(N-(4-cyclohexylbenzyl)-1-((perfluorophenyl)sulfonyl)azetidine-2-carboxamido)-2-hydroxybenzoate